(S)-2-((4-(6-((7-fluoroquinolin-6-yl)methoxy) Pyridin-2-yl)piperidin-1-yl)methyl)-1-(oxetan-2-ylmethyl)-1H-benzo[d]imidazole-6-carboxylate FC1=C(C=C2C=CC=NC2=C1)COC1=CC=CC(=N1)C1CCN(CC1)CC1=NC2=C(N1C[C@H]1OCC1)C=C(C=C2)C(=O)[O-]